2-methyl-5-(3-(trifluoromethoxy)phenyl)-N-(3-(2-oxopropyl)-1,2,4-thiadiazol-5-yl)furan-4-d-3-carboxamide CC=1OC(=C(C1C(=O)NC1=NC(=NS1)CC(C)=O)[2H])C1=CC(=CC=C1)OC(F)(F)F